N,N-dimethyl-myristamide tertbutyl-N-[6-methoxy-2-[4-(4-piperidyloxy)cyclohexyl]indazol-5-yl]carbamate C(C)(C)(C)OC(NC1=CC2=CN(N=C2C=C1OC)C1CCC(CC1)OC1CCNCC1)=O.CN(C(CCCCCCCCCCCCC)=O)C